2-(2H-benzo-triazol-2-yl)-4-methyl-6-[2-methyl-3-[1,3,3,3-tetramethyl-1-[(trimethylsilyl)oxy]disiloxanyl]propyl]-phenol N=1N(N=C2C1C=CC=C2)C2=C(C(=CC(=C2)C)CC(C[Si](O[Si](C)(C)C)(O[Si](C)(C)C)C)C)O